5-bromo-2-chloropyridin BrC=1C=CC(=NC1)Cl